2,6-Di-(3-tert.butyl-5-methyl-2-hydroxybenzyl)-4-methylphenol C(C)(C)(C)C=1C(=C(CC2=C(C(=CC(=C2)C)CC2=C(C(=CC(=C2)C)C(C)(C)C)O)O)C=C(C1)C)O